sodium methyltaurine CNCCS(=O)(=O)O.[Na]